C(C(C)C)NCC=1C=C(C(N(C1)CC(F)(F)F)=O)C(=O)NC1=CC(=CC=C1)C1(CC(C1)C)C=1N=CNC1C 5-((Isobutylamino)methyl)-N-(3-((1s,3s)-3-methyl-1-(5-methyl-1H-imidazol-4-yl)cyclobutyl)phenyl)-2-oxo-1-(2,2,2-trifluoroethyl)-1,2-dihydropyridine-3-carboxamide